2-[(3-{4-[(1,1-dioxo-1λ6-thian-4-yl)amino]-1-(2,2,2-trifluoroethyl)-1H-indol-2-yl}prop-2-yn-1-yl)amino]-5-methanesulfonylbenzonitrile O=S1(CCC(CC1)NC1=C2C=C(N(C2=CC=C1)CC(F)(F)F)C#CCNC1=C(C#N)C=C(C=C1)S(=O)(=O)C)=O